CCCCCCCCCCCCCCCCCCCCCCCCCC(C(=O)N[C@@H](CO)[C@@H](/C=C/CCCCCCCCCC(C)C)O)O The molecule is an N-acyl-15-methylhexadecasphing-4-enine in which the acyl group has 27 carbons and 0 double bonds and is 2-hydroxylated. It derives from a 15-methylhexadecasphing-4-enine.